(E)-3-(4-(4,6-bis(4-methoxyphenyl)-1,3,5-triazin-2-yl)phenyl)acrylic acid COC1=CC=C(C=C1)C1=NC(=NC(=N1)C1=CC=C(C=C1)OC)C1=CC=C(C=C1)/C=C/C(=O)O